CC=1C=CC(=NC1)C(C)(CCC1=CC=CC=C1)C1=CC=CC(N1)=O 6-(2-(5-methylpyridin-2-yl)-4-phenylbutan-2-yl)pyridin-2(1H)-one